FC1=CC=C(C=C1)N1C(N(C=C(C1=O)C(=O)N)CC#C)=O 3-(4-fluorophenyl)-2,4-dioxo-1-propargyl-1,2,3,4-tetrahydropyrimidine-5-carboxamide